CC1=C(C=CC=C1C)C1CCN(CC1)CCN1N=C(C2=CC=CC=C12)C(=O)N1CCCC1 (1-(2-(4-(2,3-Dimethylphenyl)piperidin-1-yl)ethyl)-1H-indazol-3-yl)(pyrrolidin-1-yl)methanon